N[C@@H]1COCCC1 (3S,4R)-3-aminotetrahydro-2H-pyran